C1(CC1)C(=O)NC1=CC(=C(N=N1)C(=O)NC([2H])([2H])[2H])NC1=NC=CC(=C1OC)C1=NC=C(N=C1)C(N(C)C)=O 6-cyclopropaneamido-4-({4-[5-(dimethylcarbamoyl)pyrazin-2-yl]-3-methoxypyridin-2-yl}amino)-N-(2H3)methylpyridazine-3-carboxamide